C(#N)CC1(CC1)NC1=C(C(=O)NC2=CN=CC3=CC=CC(=C23)F)C=C(C=C1)C(F)(F)F 2-((1-(cyanomethyl)cyclopropyl)amino)-N-(5-fluoroisoquinolin-4-yl)-5-(trifluoromethyl)benzamide